((4-((tert-Butyldimethylsilyl)oxy)piperidin-4-yl)methyl)carbamic acid methyl ester COC(NCC1(CCNCC1)O[Si](C)(C)C(C)(C)C)=O